CC1(C=CC=C2C1CN2CCNC(=O)C=2C=C(C(=NC2)C)C=2N1C(SC2C=2C=NN(C2)C)=C(C=N1)C(=O)N)C (5-((2-(3,3-dimethylbenzazetidin-1-yl)ethyl)carbamoyl)-2-methylpyridin-3-yl)-2-(1-methyl-1H-pyrazol-4-yl)pyrazolo[5,1-b]Thiazole-7-carboxamide